CN1N=NN=C1SC1=C(C(=O)NC2=CC=C(C=C2)OC2=CC=CC=C2)C=C(C=C1)[N+](=O)[O-] 2-(1-methyl-1H-tetrazol-5-ylsulfanyl)-5-nitro-N-(4-phenoxy-phenyl)-benzamide